CSC1=NC(=CC(=N1)C1=C(C=CC=C1)O)C(F)(F)F (2-(methylthio)-6-(trifluoromethyl)pyrimidin-4-yl)phenol